Racemic-3-[(4-bromophenyl)methyl]pyrrolidine-1-carboxylic acid tert-butyl ester C(C)(C)(C)OC(=O)N1C[C@@H](CC1)CC1=CC=C(C=C1)Br |r|